ClC=1N=C(SC1C=O)N1CCC2(CC1)[C@@H](C1=CC=CC=C1C2)CC(C)(S(=O)N)C ((S)-1'-(4-chloro-5-formylthiazol-2-yl)-1,3-dihydrospiro[indene-2,4'-piperidin]-1-yl)-2-methylpropan-2-sulfinamide